3-((3-(4-(1H-pyrazol-4-yl)phenyl)-2-oxo-8-oxa-1,3-diazaspiro[4.5]decan-1-yl)methyl)-N-isobutylbenzamide N1N=CC(=C1)C1=CC=C(C=C1)N1C(N(C2(C1)CCOCC2)CC=2C=C(C(=O)NCC(C)C)C=CC2)=O